(E)-3-(2-(1-trityl-1H-imidazol-4-yl)benzylidene)bicyclo[2.2.2]octan-2-one C(C1=CC=CC=C1)(C1=CC=CC=C1)(C1=CC=CC=C1)N1C=NC(=C1)C1=C(\C=C/2\C(C3CCC2CC3)=O)C=CC=C1